(S)-2-((1-hydroxy-3-(octadecyloxy)propan-2-yl)oxy)benzonitrile OC[C@@H](COCCCCCCCCCCCCCCCCCC)OC1=C(C#N)C=CC=C1